ClC1=CC=C2CCCC(C2=C1)(C)C 7-chloro-1,1-dimethyl-1,2,3,4-tetrahydronaphthalene